(S)-1-(4-(aminomethyl)-1-oxo-1,2-dihydrophthalazin-6-yl)-N-((5-phenylpyridin-2-yl)methyl)-N-(5,6,7,8-tetrahydroquinolin-8-yl)cyclopropane-1-carboxamide NCC1=NNC(C2=CC=C(C=C12)C1(CC1)C(=O)N([C@H]1CCCC=2C=CC=NC12)CC1=NC=C(C=C1)C1=CC=CC=C1)=O